Methyl ((S)-2-(4-amino-3-chlorobenzamido)-3,3-dimethylbutanoyl)-L-prolinate NC1=C(C=C(C(=O)N[C@H](C(=O)N2[C@@H](CCC2)C(=O)OC)C(C)(C)C)C=C1)Cl